CC1=C(C=CC=C1C)C(C)=O 2',3'-dimethyl-acetophenone